2,6-Dichloro-3-{[(2,2-dimethylpropionyl)amino]methyl}-N-[1-(6-methoxypyridin-3-yl)-1H-indazol-4-yl]benzamide ClC1=C(C(=O)NC2=C3C=NN(C3=CC=C2)C=2C=NC(=CC2)OC)C(=CC=C1CNC(C(C)(C)C)=O)Cl